NN1C=NC(=C2N3C(N=C12)N(C(N3C)=O)CCN3CCN(CC3)C3=CC(=C(C=C3)OCCOC)F)C=3OC=CC3 5-Amino-3-[2-[4-[3-fluoro-4-(2-methoxyethoxy)phenyl]piperazin-1-yl]ethyl]-8-(2-furyl)-1-methyl-[1,2,4]triazolo[5,1-f]purin-2-one